(S)-5-benzyl-N-(5-methyl-4-oxo-7-(3-oxo-3-(pyrrolidin-1-yl)propyl)-2,3,4,5-tetrahydrobenzo[b][1,4]oxazepin-3-yl)-1H-1,2,4-triazole-3-carboxamide C(C1=CC=CC=C1)C1=NC(=NN1)C(=O)N[C@@H]1C(N(C2=C(OC1)C=CC(=C2)CCC(N2CCCC2)=O)C)=O